BrC1=CC=C2[C@]3(CC=4C(=NOC4C2=C1)NS(=O)(=O)C1=C(C=C(C(=O)NC)C=C1OC)OC)[C@@H]([C@H]3C)F |o1:5,32,33| rel-4-(N-((1R,2R,3S)-8'-bromo-2-fluoro-3-methyl-4'H-spiro[cyclopropane-1,5'-naphtho[2,1-d]isoxazol]-3'-yl)sulfamoyl)-3,5-dimethoxy-N-methylbenzamide